O=C1/C(/CC12CCN(CC2)C(=O)OC(C)(C)C)=C/C2=C(C=CC=C2)C=2N=CN(C2)C(C2=CC=CC=C2)(C2=CC=CC=C2)C2=CC=CC=C2 tert-butyl (2E)-1-oxo-2-([2-[1-(triphenylmethyl)-1H-imidazol-4-yl] phenyl]methylidene)-7-azaspiro[3.5]nonane-7-carboxylate